ethyl (2-fluoroethyl) sulfate S(=O)(=O)(OCC)OCCF